4-(2-(aminomethyl)-6-(3-fluoro-4-methoxyphenyl)-1-methyl-1H-imidazo[4,5-b]pyrazin-5-yl)-2-fluorobenzonitrile NCC1=NC=2C(=NC(=C(N2)C2=CC(=C(C#N)C=C2)F)C2=CC(=C(C=C2)OC)F)N1C